C(CCCCCCCCCCCCCCCC)C=1NC=CN1 2-heptadecyl-1H-imidazole